6-chloro-4-[2-(difluoromethyl)-5-methoxy-4-pyridyl]pyridine-3-carboxylic acid ClC1=CC(=C(C=N1)C(=O)O)C1=CC(=NC=C1OC)C(F)F